N-(2-methyl-1-((3-methylpyridin-2-yl)oxy)propan-2-yl)-3-azabicyclo[3.1.0]hexane-6-carboxamide CC(COC1=NC=CC=C1C)(C)NC(=O)C1C2CNCC12